CN1N=C(C(=C1)CO)C(F)(F)F [1-methyl-3-(trifluoromethyl)pyrazol-4-yl]methanol